(S)-2-(1-Cyclopropylethyl)-5-(2-(3-methyl-1H-pyrazol-5-yl)pyridin-4-yl)-7-(methylsulfonyl)isoindolin-1-one, Trifluoroacetate Salt FC(C(=O)O)(F)F.C1(CC1)[C@H](C)N1C(C2=C(C=C(C=C2C1)C1=CC(=NC=C1)C1=CC(=NN1)C)S(=O)(=O)C)=O